dilaurylaspartate C(CCCCCCCCCCC)OC([C@@H](N)CC(=O)OCCCCCCCCCCCC)=O